ClC1=CN=C2C(=N1)NC=C2C2=NC(=C(C(=N2)N[C@@H]2[C@H](C1CCC2CC1)C(=O)O)F)C=1SC=CC1 (2S,3S)-3-((2-(3-chloro-5H-pyrrolo[2,3-b]pyrazin-7-yl)-5-fluoro-6-(thiophen-2-yl)pyrimidin-4-yl)amino)bicyclo[2.2.2]octane-2-carboxylic acid